C(=C)C(=CC(=O)O)C=C divinyl-acrylic acid